(2S,4S)-1-[4-(difluoromethyl)-8-oxa-3,5-diazatricyclo[7.4.0.02,7]-trideca-1(9),2(7),3,5,10,12-hexaen-6-yl]-4-hydroxypyrrolidine-2-carboxylic acid FC(C1=NC=2C=3C=CC=CC3OC2C(=N1)N1[C@@H](C[C@@H](C1)O)C(=O)O)F